CC1=NN(C2=C(C=CC(=C12)C#CC)C(=O)O)C1(COC1)C1=CC=C(C=C1)C1CC1 methyl-1-(3-(4-cyclopropylphenyl)oxetan-3-yl)-4-(propane-1-yn-1-yl)-1H-indazole-7-Formic acid